ethyl (S)-3-(3',5'-dimethylbiphenyl-3-yl)-3-(3-(4-hydroxy-1,5-dimethyl-2-oxo-1,2-dihydropyridin-3-yl)ureido)propanoate CC=1C=C(C=C(C1)C)C1=CC(=CC=C1)[C@H](CC(=O)OCC)NC(=O)NC=1C(N(C=C(C1O)C)C)=O